dimethoxyphosphonoacetic acid n-butyl ester C(CCC)OC(CP(=O)(OOC)OOC)=O